13-{3-[(2-hexyl-1-oxodecyl) oxy] propyl}-2-methyl-9,12-dioxo-5-oxa-2,8,13-triazahexadec-10-en-16-yl 2-hexyldecanoate C(CCCCC)C(C(=O)OCCCN(C(C=CC(NCCOCCN(C)C)=O)=O)CCCOC(C(CCCCCCCC)CCCCCC)=O)CCCCCCCC